2-(6-fluoro-1H-pyrrolo[3,2-b]pyridin-3-yl)acetonitrile FC=1C=C2C(=NC1)C(=CN2)CC#N